C[N+](CCCCCCCCCCCCCCCCCC)(CCCCCCCCCCCCCCCCCC)C dimethyldioctadecylammonium